2-(3,5-dichloro-1-methyl-pyrazolo[3,4-b]pyridin-4-yl)-1-[(1S)-5-[2,2-difluoro-1-hydroxy-1-methyl-ethyl]-1-methyl-3,4-dihydro-1H-isoquinolin-2-yl]ethanone ClC1=NN(C2=NC=C(C(=C21)CC(=O)N2[C@H](C1=CC=CC(=C1CC2)C(C(F)F)(C)O)C)Cl)C